OC1=CC=C(C=C1)C(\C=C\C1=CC(=C(C=C1)N(C1=CC=CC=C1)C)[N+](=O)[O-])=O (E)-1-(4-Hydroxyphenyl)-3-[4-(N-methylanilino)-3-nitrophenyl]prop-2-en-1-one